(E)-3-(4-(2-((1-(3-Cyano-4-(4-cyano-3-fluorophenyl)-5-(3-hydroxy-4-methoxyphenyl)pyridin-2-yl)piperidin-4-yl)amino)ethyl)phenyl)-N-hydroxyacrylamide hydrochloride Cl.C(#N)C=1C(=NC=C(C1C1=CC(=C(C=C1)C#N)F)C1=CC(=C(C=C1)OC)O)N1CCC(CC1)NCCC1=CC=C(C=C1)/C=C/C(=O)NO